Azaborolen N1=BCCC1